p-bis-(o-methyl-styryl)benzene CC1=C(C=CC2=CC=C(C=C2)C=CC2=C(C=CC=C2)C)C=CC=C1